N-(3-(6-amino-5-(2-(N-methylacrylamido)ethoxy)pyrimidin-4-yl)-5-fluoro-2-methylphenyl)-4'-fluoro-2',3'-dihydrospiro[cyclopropane-1,1'-indene]-5'-carboxamide NC1=C(C(=NC=N1)C=1C(=C(C=C(C1)F)NC(=O)C=1C(=C2CCC3(C2=CC1)CC3)F)C)OCCN(C(C=C)=O)C